C(C)(C)(C)OC(CC=1C=C(C(=O)O)C=C(C1C(C)(CCO[Si](C)(C)C(C)(C)C)C)OP(=O)(OC(C)C)OC(C)C)=O 3-(2-(tert-butoxy)-2-oxoethyl)-4-(4-((tert-butyldimethylsilyl)oxy)-2-methylbutan-2-yl)-5-((diisopropoxyphosphoryl)oxy)benzoic acid